N-(6-(2,6-difluoro-3-(3-fluoro-4-methylphenylsulfonamido)phenyl)quinazolin-2-yl)pivaloamide FC1=C(C(=CC=C1NS(=O)(=O)C1=CC(=C(C=C1)C)F)F)C=1C=C2C=NC(=NC2=CC1)NC(C(C)(C)C)=O